1-(6-((4-chloro-2-fluorobenzyl)oxy)-5-fluoropyridin-2-yl)piperazin-2-one TFA Salt OC(=O)C(F)(F)F.ClC1=CC(=C(COC2=C(C=CC(=N2)N2C(CNCC2)=O)F)C=C1)F